FC(C1(COCC1)NC(CC)=O)(F)F N-(3-(trifluoromethyl)tetrahydrofuran-3-yl)Propionamide